ferroceneformyl-3-p-chlorophenyl-4-amino-5-mercapto-1,2,4-triazole [C-]1(C=CC=C1)C(=O)C1=C(C=CC(=C1)Cl)C1=NN=C(N1N)S.[CH-]1C=CC=C1.[Fe+2]